N-(4-iodophenyl)-4-[4-(methylsulfanyl)-2-oxo-2,3-dihydro-1H-1,3-benzodiazol-1-yl]piperidine-1-carboxamide IC1=CC=C(C=C1)NC(=O)N1CCC(CC1)N1C(NC2=C1C=CC=C2SC)=O